[4-(2-propyl)benzylidene-2-pentyl]4-ethylbenzoic acid CC(C)C1=CC=C(C=CCCC(C)C2=C(C(=O)O)C=CC(=C2)CC)C=C1